3-methyl-6-(trifluoromethyl)imidazo[4,5-b]pyridin CN1C=NC=2C1=NC=C(C2)C(F)(F)F